C(C)(C)(C)OC(=O)N1C(COCC1)C1=C(C=C(C=C1)N1C(=CC2=C1N=CNC2=O)Cl)F 3-(4-(6-chloro-4-oxo-3,4-dihydro-7H-pyrrolo[2,3-d]pyrimidin-7-yl)-2-fluorophenyl)morpholine-4-carboxylic acid tert-butyl ester